FC(OC1=CC(=NN1)NC1=NC(=CN=C1)OC1C(CNCC1)(F)F)F N-(5-(difluoromethoxy)-1H-pyrazol-3-yl)-6-((3,3-difluoropiperidin-4-yl)oxy)pyrazin-2-amine